C1N(C[C@@H]2[C@@H]1CNC2)C(=O)OC(C)(C)C (trans)-tert-butyl hexahydropyrrolo[3,4-c]pyrrole-2(1H)-carboxylate